CC1=NC=C(C=N1)CC=1C=2N(C=C(N1)C#N)C=CN2 8-((2-methylpyrimidin-5-yl)methyl)imidazo[1,2-a]pyrazine-6-carbonitrile